2,5-dioxopyrrolidin-1-yl 2-(2,5-dioxo-2,5-dihydro-1H-pyrrol-1-yl)acetate O=C1N(C(C=C1)=O)CC(=O)ON1C(CCC1=O)=O